1,3,5-tris(3,5-di-tert-butyl-4-hydroxybenzyl)s-triazine-2,4,6(1H,3H,5H)trione C(C)(C)(C)C=1C=C(CN2C(N(C(N(C2=O)CC2=CC(=C(C(=C2)C(C)(C)C)O)C(C)(C)C)=O)CC2=CC(=C(C(=C2)C(C)(C)C)O)C(C)(C)C)=O)C=C(C1O)C(C)(C)C